CC1OC(CN(C1)C(C1=CC=C2C(N=C(S2)C)=C1O)C1=NC=CC=C1F)C 5-((2,6-dimethylmorpholino)(3-fluoropyridin-2-yl)methyl)-2-methylbenzo[d]thiazol-4-ol